1-(3-(2-(2-hydroxyethoxy)-6-morpholinopyridin-4-yl)-4-methylphenyl)-3-(6-methylpyridin-3-yl)urea OCCOC1=NC(=CC(=C1)C=1C=C(C=CC1C)NC(=O)NC=1C=NC(=CC1)C)N1CCOCC1